(E)-N-(4-(1-(4-(1-(3-((2-(2,6-dioxopiperidin-3-yl)-1-oxoisoindoline-4-yl)thio)propyl)piperidin-4-yl)benzoyl)piperidin-4-yl)butyl)-3-(pyridin-3-yl)acrylamide O=C1NC(CCC1N1C(C2=CC=CC(=C2C1)SCCCN1CCC(CC1)C1=CC=C(C(=O)N2CCC(CC2)CCCCNC(\C=C\C=2C=NC=CC2)=O)C=C1)=O)=O